(4-methoxybenzyl)-1-methyl-5-(2-methylpyridin-3-yl)-7-(pyrrolidin-1-yl)-1,5-dihydro-4H-imidazo[4,5-c]quinolin-4-one COC1=CC=C(CC=2N(C3=C(C(N(C=4C=C(C=CC34)N3CCCC3)C=3C(=NC=CC3)C)=O)N2)C)C=C1